ClC=1C=C(C=CC1F)C1=CN(C2=C1C(N(C=C2)CC(=O)N2CC(CC2)F)=O)C2=NC=NC=C2 3-(3-chloro-4-fluorophenyl)-5-(2-(3-fluoropyrrolidin-1-yl)-2-oxoethyl)-1-(pyrimidin-4-yl)-1H-pyrrolo[3,2-c]pyridin-4(5H)-one